CC1=CC=C(C=C1)[S+](C1=CC=CC=C1)C1=CC=CC=C1 4-Methylphenyl-Diphenyl-Sulfonium